1,3-dihydro-2H-imidazo[4,5-c]quinolin-2-one N1C(NC=2C=NC=3C=CC=CC3C21)=O